tert-Butyl 3-methoxy-3-(3-methylbut-3-en-1-yn-1-yl)azetidine-1-carboxylate COC1(CN(C1)C(=O)OC(C)(C)C)C#CC(=C)C